NC1=CC(=C(C=O)C=C1)OC(F)(F)F 4-AMINO-2-(TRIFLUOROMETHOXY)BENZALDEHYDE